[(2R,3R,4R,5R)-4-acetoxy-5-[6-(2-azaspiro[4.5]decan-2-yl)-2-chloro-purin-9-yl]-2-[2-[diisopropoxyphosphorylmethyl(ethoxy) phosphoryl] ethyl] tetrahydrofuran-3-yl] acetate C(C)(=O)O[C@@H]1[C@H](O[C@H]([C@@H]1OC(C)=O)N1C2=NC(=NC(=C2N=C1)N1CC2(CC1)CCCCC2)Cl)CCP(=O)(OCC)CP(=O)(OC(C)C)OC(C)C